OC(=O)C(F)(F)F.C(C)(C)(C)OC(=O)N1CCN(CC1)CC1CCN(CC1)C(C1=CC(=C(C=C1)Cl)N1C(NC(CC1)=O)=O)=O.C(C)(C)C=1C=C2C=CC=NC2=CC1 6-(isopropyl)quinoline tert-butyl-4-((1-(4-chloro-3-(2,4-dioxotetrahydropyrimidin-1(2H)-yl)benzoyl)piperidin-4-yl)methyl)piperazine-1-carboxylate TFA salt